3-Methyl-2,5-furandicarboxylic acid CC1=C(OC(=C1)C(=O)O)C(=O)O